1,3-bis(2-isocyanatopropanyl)benzene tert-butyl-((1-(hydroxymethyl)cyclopropyl)methyl)(methyl)carbamate C(C)(C)(C)OC(N(C)CC1(CC1)CO)=O.N(=C=O)C(CC1=CC(=CC=C1)CC(C)N=C=O)C